FC=1C=C(C=C2CCC3(OCCO3)CC12)OCOCCOC 8-fluoro-6-((2-methoxyethoxy)methoxy)-3,4-dihydro-1H-spiro[naphthalene-2,2'-[1,3]dioxolane]